FC1=C(C=CC(=C1)C)N(C(=O)C=1C=CC=2N(C1)C(=CN2)C=2C=CC(=NC2)NC(OC)=O)C methyl N-[5-[6-[(2-fluoro-4-methyl-phenyl)-methyl-carbamoyl]imidazo[1,2-a]pyridin-3-yl]-2-pyridyl]carbamate